CC(C)(C#C)NC(=O)C1(CC1)C(F)(F)F N-(2-methylbut-3-yn-2-yl)-1-(trifluoromethyl)cyclopropane-1-carboxamide